CO[Si](CCCCCCCCCCCNCCN)(OC)OC N-(2-AMINOETHYL)-11-AMINOUNDECYLTRIMETHOXYSILANE